4-(5-(3-(3-chloro-5-(trifluoromethyl)pyridin-2-yl)-3,8-diazabicyclo[3.2.1]octan-8-yl)-5-oxopentyl)phthalazin-1(2H)-one ClC=1C(=NC=C(C1)C(F)(F)F)N1CC2CCC(C1)N2C(CCCCC2=NNC(C1=CC=CC=C21)=O)=O